[Na+].[Na+].N(CCCCCCN(CC(=O)[O-])CC(=O)[O-])(CC(=O)O)CC(=O)O Hexamethylenediaminetetraacetic acid disodium salt